FC=1C=C2CCCN(C2=NC1C=O)C(=O)NC1=NC=C(C=C1)C(F)(F)F 6-fluoro-7-formyl-N-(5-(trifluoromethyl)pyridin-2-yl)-3,4-dihydro-1,8-naphthyridine-1(2H)-carboxamide